7-((6-((dimethylamino)-methyl)-5-morpholinopyridin-2-yl)amino)-4-(7-fluoroimidazo[1,2-a]pyridin-3-yl)isoindolin-1-one CN(C)CC1=C(C=CC(=N1)NC=1C=CC(=C2CNC(C12)=O)C1=CN=C2N1C=CC(=C2)F)N2CCOCC2